FC=1C(=C(C=CC1F)[C@H]1[C@@H](O[C@H]([C@H]1C)C)C(=O)NC1=CC(=NC=C1)C(=O)N)OC |o1:8,9,11,12| rel-(2r,3s,4s,5s)-4-[[3-(3,4-difluoro-2-methoxy-phenyl)-4,5-dimethyl-tetrahydrofuran-2-carbonyl]amino]pyridine-2-carboxamide